(4-Methylpiperazin-1-yl)-N-phenethyl-1H-benzo[d]imidazole-1-carboxamide CN1CCN(CC1)C1=NC2=C(N1C(=O)NCCC1=CC=CC=C1)C=CC=C2